methyl 7-chloro-2-(4-(3,3-difluoroazetidin-1-yl)cyclohexyl)-2,4-dimethylbenzo[d][1,3]dioxole-5-carboxylate ClC1=CC(=C(C2=C1OC(O2)(C)C2CCC(CC2)N2CC(C2)(F)F)C)C(=O)OC